C(C1=CC=CC=C1)N1C=C(C2=CC(=CC=C12)F)CC1CCCC(N1)=O 6-((1-benzyl-5-fluoro-1H-indol-3-yl)methyl)piperidin-2-one